4-methanesulfonylbenzenesulfonyl-2-[3-methoxy-4-(1H-pyrazol-4-yl)phenyl]-2,8-diazaspiro[4.5]decan-1-one CS(=O)(=O)C1=CC=C(C=C1)S(=O)(=O)C1N(C(C2(C1)CCNCC2)=O)C2=CC(=C(C=C2)C=2C=NNC2)OC